S1C(=NC2=C1C=CC=C2)NC2=C(C1=C(N=N2)N(CCC1)C=1SC(=C(N1)C(=O)OCC)CCCOC1=CC=C(C=C1)OCCN1CCCC1)C ethyl 2-{3-[(1,3-benzothiazol-2-yl)amino]-4-methyl-5H,6H,7H,8H-pyrido[2,3-c]pyridazin-8-yl}-5-(3-{4-[2-(pyrrolidin-1-yl)ethoxy]phenoxy}propyl)-1,3-thiazole-4-carboxylate